2-(tetrahydro-2H-pyran-4-yl)cyclohexane-1,4-diamine O1CCC(CC1)C1C(CCC(C1)N)N